5-(8-chloroindolizine-2-carbonyl)-N-[1-(methoxymethyl)cyclopropyl]-N-methyl-2H,4H,5H,6H,7H-pyrazolo[4,3-c]pyridine-3-carboxamide ClC1=CC=CN2C=C(C=C12)C(=O)N1CC=2C(CC1)=NNC2C(=O)N(C)C2(CC2)COC